O.[Na].[Na].C(#N)C1=CC2=NC(C(N=C2C=C1[N+](=O)[O-])=O)=O 6-Cyano-7-nitroquinoxaline-2,3-dione disodium salt hydrate